4-methoxy-N'-(8-quinolinyl)benzoyl-hydrazine COC1=CC=C(C(=O)NNC=2C=CC=C3C=CC=NC23)C=C1